FC1=C(C(=O)O)C=CC(=C1F)F 2,3,4-trifluorobenzoic acid